N-(3,3-difluoropiperidin-4-yl)-2-methyl-5-((3-methylpyridin-2-yl)methoxy)benzofuran-3-carboxamide FC1(CNCCC1NC(=O)C1=C(OC2=C1C=C(C=C2)OCC2=NC=CC=C2C)C)F